3,4-bis(diphenylphosphino)-2,5-di-p-tolylthiophene C1(=CC=CC=C1)P(C1=C(SC(=C1P(C1=CC=CC=C1)C1=CC=CC=C1)C1=CC=C(C=C1)C)C1=CC=C(C=C1)C)C1=CC=CC=C1